FC(OC1CC(C1)OCC(=O)NC12CCC(CC1)(CC2)C(=O)NCC2=NC=C(C=C2)C(F)(F)F)(F)F 4-(2-((1s,3s)-3-(trifluoromethoxy)cyclobutoxy)acetamido)-N-((5-(trifluoromethyl)pyridin-2-yl)methyl)bicyclo[2.2.2]octane-1-carboxamide